N,N,2-trimethyl-1-(5-((2R,5S)-5-methylpiperidin-2-yl)benzo[d]thiazol-2-yl)propan-2-amine CN(C(CC=1SC2=C(N1)C=C(C=C2)[C@@H]2NC[C@H](CC2)C)(C)C)C